(2S)-1-(3-cyano-4,6-dimethyl-2-pyridyl)-N-ethyl-N-(m-tolyl)-4-oxo-pyrrolidine-2-carboxamide C(#N)C=1C(=NC(=CC1C)C)N1[C@@H](CC(C1)=O)C(=O)N(C=1C=C(C=CC1)C)CC